N1CC(C1)NC=1C=CC(=C(C1)C(C(=O)N)(CC)N1C=2C(=CC=C1)N=C(N2)SCC2=CC=C(C=C2)C(F)(F)F)C (5-(azetidin-3-ylamino)-2-methylphenyl)-2-(2-((4-trifluoromethylbenzyl)thio)-4H-imidazo[4,5-b]pyridin-4-yl)butanamide